rac-6-(1-(2-Methoxyethyl)-1H-pyrazol-3-yl)-N-(((1S,2R)-2-(methoxymethyl)cyclobutyl)methyl)-5-methyl-2-(1-methyl-1H-imidazol-2-yl)thieno[2,3-d]pyrimidin-4-amine COCCN1N=C(C=C1)C1=C(C2=C(N=C(N=C2NC[C@@H]2[C@@H](CC2)COC)C=2N(C=CN2)C)S1)C |r|